(S)-4-(3-(4-(trifluoromethyl)phenoxy)pyrrolidin-1-yl)benzoic acid FC(C1=CC=C(O[C@@H]2CN(CC2)C2=CC=C(C(=O)O)C=C2)C=C1)(F)F